(5R,6S,7S)-3a-(3-((5-chlorothien-2-yl)methyl)phenyl)-5-(hydroxymethyl)-2-methyl-5,6,7,7a-tetrahydro-3aH-pyrano[2,3-d]oxazole-6,7-diol ClC1=CC=C(S1)CC=1C=C(C=CC1)C12N=C(OC1[C@H]([C@@H]([C@H](O2)CO)O)O)C